N-isopropyl-4,8-dimethyl-2,4-diphenyl-1,2,3,4-tetrahydroquinolin-6-amine C(C)(C)NC=1C=C2C(CC(NC2=C(C1)C)C1=CC=CC=C1)(C1=CC=CC=C1)C